FC1=C(C(=CC=C1OC)F)C=1SC=C(N1)C(=O)N 2-(2,6-difluoro-3-methoxyphenyl)-1,3-thiazole-4-carboxamide